C1C2(CC3=CC=CC=C13)CNC2 spiro[azetidine-3,2'-indane]